[N+](=O)([O-])C1=C2C(NC(C2=CC=C1)=O)=O 4-nitro-2,3-dihydro-1H-isoindole-1,3-dione